Cl.N1(CCNCC1)C1=CC=C2C(OC(C2=C1)=O)CC1=C(C=C(C=C1)C(F)(F)F)C1=CC=CC=C1 6-(piperazin-1-yl)-3-((5-(trifluoromethyl)-[1,1'-biphenyl]-2-yl)methyl)isobenzofuran-1(3H)-one hydrochloride